2-Acryloyl-2-azaspiro[3.4]octane C(C=C)(=O)N1CC2(C1)CCCC2